(S)-(+)-1-(2-piperidyl)-3-methyl-n-butylamine N1C(CCCC1)[C@H](CC(C)C)N